4-(N-(3-(tert-butyl)-5-cyclopropylbenzyl)-2-(N-(4-chlorobenzyl)-(2,3,4,5,6-pentafluorophenyl)sulfonamido)acetamido)-N-hydroxybenzamide C(C)(C)(C)C=1C=C(CN(C(CN(S(=O)(=O)C2=C(C(=C(C(=C2F)F)F)F)F)CC2=CC=C(C=C2)Cl)=O)C2=CC=C(C(=O)NO)C=C2)C=C(C1)C1CC1